ethyl 2-((4-fluoro-2,6-diiso-propylphenyl) amino)-5-(isoxazol-3-yl)-4,5-dihydro-oxazole-5-carboxylate FC1=CC(=C(C(=C1)C(C)C)NC=1OC(CN1)(C(=O)OCC)C1=NOC=C1)C(C)C